CC(=C(C)C)N1N=C(C=C1C(=O)O)OC 2-(1,2-dimethylprop-1-enyl)-5-methoxy-pyrazole-3-carboxylic acid